tert-butyl ((1S,3R)-3-(2-(3-amino-1H-pyrazol-5-yl)-3-methoxy-4-methylphenoxy)cyclopentyl)carbamate NC1=NNC(=C1)C1=C(O[C@H]2C[C@H](CC2)NC(OC(C)(C)C)=O)C=CC(=C1OC)C